4-(4-{4-[(2s)-2-{[4-(5-Cyano-1-ethyl-1H-1,3-benzodiazol-2-yl)phenyl]formamido}pent-4-ynamido]benzamido}-2-hydroxy-3-(propan-2-yloxy)benzamido)benzoic acid C(#N)C1=CC2=C(N(C(=N2)C2=CC=C(C=C2)C(=O)N[C@H](C(=O)NC2=CC=C(C(=O)NC3=C(C(=C(C(=O)NC4=CC=C(C(=O)O)C=C4)C=C3)O)OC(C)C)C=C2)CC#C)CC)C=C1